tert-butyl-[(6-chloro-2-methyl-imidazo[1,2-a]pyrazin-8-yl)methoxy]-dimethyl-silane C(C)(C)(C)[Si](C)(C)OCC=1C=2N(C=C(N1)Cl)C=C(N2)C